N-(prop-2-ynyl)propionamide C(C#C)NC(CC)=O